ClC=1C=C(C=CC1F)[C@@H]1CN2[C@H](CO1)CN(CC2)C(=O)C2=C(C(=CC=C2)C=2C(=NOC2)C)Cl [(3R,9aS)-3-(3-chloro-4-fluoro-phenyl)-3,4,6,7,9,9a-hexahydro-1H-pyrazino[2,1-c][1,4]oxazin-8-yl]-[2-chloro-3-(3-methylisoxazol-4-yl)phenyl]methanone